N-(2-(4-bromothiazol-2-yl)propan-2-yl)acetamide BrC=1N=C(SC1)C(C)(C)NC(C)=O